O1C=C(C2=C1C=CC=C2)C[C@H](NC(CC=2C=C1CCCOC1=CC2)=O)B(O)O (R)-(2-(benzofuran-3-yl)-1-(2-(chroman-6-yl)acetamido)ethyl)boronic acid